FC=1C(=NC(=CC1)C=1C=CC=2N(N1)C=CN2)O[C@H](CN2N=NN=C2)C 3-fluoro-6-{imidazo[1,2-b]pyridazin-6-yl}-2-{[(2S)-1-(1H-tetrazol-1-yl)propan-2-yl]oxy}pyridine